N-(5-(2,3-Dihydrobenzo[b][1,4]dioxine-6-carboxamido)-2-methylpyridin-3-yl)-2-(2-(pyrrolidin-1-yl)ethoxy)quinoline-6-carboxamide O1C2=C(OCC1)C=C(C=C2)C(=O)NC=2C=C(C(=NC2)C)NC(=O)C=2C=C1C=CC(=NC1=CC2)OCCN2CCCC2